ClC1=C(C=CC=C1B1OC(C(O1)(C)C)(C)C)NC(=O)C1=NC=2CCN(CC2C=C1)C(=O)OC(C)(C)C tert-butyl 2-((2-chloro-3-(4,4,5,5-tetramethyl-1,3,2-dioxaborolan-2-yl)phenyl)carbamoyl)-7,8-dihydro-1,6-naphthyridine-6(5H)-carboxylate